C(#N)[C@H](C[C@H]1C(NCCC1)=O)NC(=O)[C@H]1N([C@H]2CC([C@@H]1CC2)(F)F)C([C@H](CC2CC2)NC=2C=NC=C(C2)C)=O (1R,3S,4R)-N-((S)-1-cyano-2-((S)-2-oxopiperidin-3-yl)ethyl)-2-((S)-3-cyclopropyl-2-((5-methylpyridin-3-yl)amino)propanoyl)-5,5-difluoro-2-azabicyclo[2.2.2]octane-3-carboxamide